5-fluoro-N-(2-fluorophenyl)-4-[3-methyl-5-oxo-4-(prop-2-yl)-4,5-dihydro-1H-1,2,4-triazol-1-yl]-2-{[(2S)-1,1,1-trifluoropropan-2-yl]oxy}benzamide FC=1C(=CC(=C(C(=O)NC2=C(C=CC=C2)F)C1)O[C@H](C(F)(F)F)C)N1N=C(N(C1=O)C(C)C)C